Tert-butyl (4S)-4-[(E)-2-cyclopropylethenyl]-2,2-dimethyl-1,3-oxazolidine-3-carboxylate C1(CC1)/C=C/[C@@H]1N(C(OC1)(C)C)C(=O)OC(C)(C)C